CC=1N=CC(=NC1)CNC(=O)C1=NN(C=C1)S(=O)(=O)C1=CC=C(C=C1)C(F)(F)F N-[(5-methylpyrazin-2-yl)methyl]-1-[4-(trifluoromethyl)phenyl]sulfonyl-pyrazole-3-carboxamide